CS(=O)(=O)C=1C=C(CNC2=NC(=NC=C2C(F)(F)F)NC2=CC=C(C=C2)C2CCN(CC2)CC2=C(C=CC=C2)N2C(NC(CC2)=O)=O)C=CC1 1-(2-((4-(4-((4-((3-(methylsulfonyl)benzyl)amino)-5-(trifluoromethyl)pyrimidin-2-yl)amino)phenyl)piperidin-1-yl)methyl)phenyl)dihydropyrimidine-2,4(1H,3H)-dione